C(CC)SC(C=O)CC propylthiobutanal